3-(pyridin-2-yl)-6,7-dihydro-5H-[1,2,4]triazolo[3,4-b][1,3]thiazine N1=C(C=CC=C1)C1=NN=C2SCCCN21